1-[4-[(3-diethylaminopropyl)ethoxymethylsilyl]phenyl]-1-phenylethylene C(C)N(CCC[SiH](C1=CC=C(C=C1)C(=C)C1=CC=CC=C1)COCC)CC